ammonium chromite [Cr](=O)([O-])[O-].[NH4+].[NH4+]